O1CCN(CC1)C1=CC=C(C=C1)C(CCC)=O 1-(4-morpholinophenyl)-1-butanone